(2S,4R)-1-[(2S)-2-(4-cyclopropyltriazol-1-yl)-3,3-dimethyl-butanoyl]-4-hydroxy-N-[1-(1-methyl-3,6-dihydro-2H-pyridin-4-yl)ethyl]pyrrolidine-2-carboxamide C1(CC1)C=1N=NN(C1)[C@H](C(=O)N1[C@@H](C[C@H](C1)O)C(=O)NC(C)C=1CCN(CC1)C)C(C)(C)C